N=1N(N=CC1)C=1C=NC=CC1 3-(triazol-2-yl)pyridine